5-mercapto-tetrazole-1-methanesulfonic acid disodium salt [Na+].[Na+].SC1=NN=NN1CS(=O)(=O)[O-].SC1=NN=NN1CS(=O)(=O)[O-]